tert-Butyl 3-methyl-4-(4,4,5,5-tetramethyl-1,3,2-dioxaborolan-2-yl)-1,2,3,6-tetrahydropyridine-1-carboxylate CC1CN(CC=C1B1OC(C(O1)(C)C)(C)C)C(=O)OC(C)(C)C